2-(3,5-xylyl)-6,7-dihydrooxazolo[5,4-D]pyrrolo[1,2-a]pyrimidin-9(5H)-one C1(=CC(=CC(=C1)C)C)C=1OC=2N=C3N(C(C2N1)=O)CCC3